BrC1=CC(=C2CCCC3(CC=4N=C(N=C(C4CO3)N3CC[C@@H](CCC3)C#N)SC)C2=C1F)Cl |o1:21| (4R*)-1-(7-bromo-5-chloro-8-fluoro-2'-(methylthio)-3,4,5',8'-tetrahydro-2H-spiro[naphthalene-1,7'-pyrano[4,3-d]pyrimidin]-4'-yl)azepane-4-carbonitrile